CC1=C(C=2N(C=C1C1=C(C=3C(=CN=C(C3)C3CCC(CC3)NCC(C)(C)C)N1)C(C)C)N=CN2)C 4-(2-(7,8-dimethyl-[1,2,4]triazolo[1,5-a]pyridin-6-yl)-3-isopropyl-1H-pyrrolo[2,3-c]pyridin-5-yl)-N-neopentylcyclohexan-1-amine